N[C@H]1CS(C2=C(N(C1=O)CC1=CC=C(C=C1)OC(CC)CC)C=C(C=C2)C=2OC(=NN2)C(C)(S(=O)(=O)C)C)(=O)=O (3R)-3-amino-5-[[4-(1-ethylpropoxy)phenyl]methyl]-7-[5-(1-methyl-1-methylsulfonyl-ethyl)-1,3,4-oxadiazol-2-yl]-1,1-dioxo-2,3-dihydro-1λ6,5-benzothiazepine-4-One